tert-butyl 7-(quinolin-6-ylmethoxy)-3,4-dihydroisoquinoline-2(1H)-carboxylate N1=CC=CC2=CC(=CC=C12)COC1=CC=C2CCN(CC2=C1)C(=O)OC(C)(C)C